[Li]C(C(O)S(=O)(=O)O)O lithio-2-sulfo-1,2-ethanediol